BrC=1C=CC(=NC1)N(C1=NC=CC=C1CC)C N-(5-bromo-2-pyridinyl)-3-ethyl-N-methyl-pyridin-2-amine